C(C)(C)(C)OC(=O)NCCCCCCCC(=O)OC(CCCCCCCC)CCCCCCCC 1-octylnonyl 8-(tert-butoxycarbonylamino)octanoate